4-methyl-2-(1-methyl-1H-pyrazol-4-yl)-5-((6'-oxo-7'-(tetrahydro-2H-pyran-4-yl)-6',7'-dihydrospiro[cyclopropane-1,5'-pyrrolo[2,3-d]pyrimidine]-2'-yl)amino)benzonitrile CC1=CC(=C(C#N)C=C1NC=1N=CC2=C(N1)N(C(C21CC1)=O)C1CCOCC1)C=1C=NN(C1)C